O1CCN(CC1)C=1C2=C(N=CN1)N(C(=C2)C2=CC=C(C=C2)NC=2C=NC(=NC2)CN2CCN(CC2)C(=O)OC(C)(C)C)COCC[Si](C)(C)C tert-butyl 4-((5-((4-(4-morpholino-7-((2-(trimethylsilyl)ethoxy)methyl)-7H-pyrrolo[2,3-d]pyrimidin-6-yl)phenyl)amino)pyrimidin-2-yl)methyl)piperazine-1-carboxylate